lauryl alcohol sulfate sodium salt [Na+].S(=O)(=O)([O-])OCCCCCCCCCCCC